2-butyl-9-methyl-8-(triazol-2-yl)purin C(CCC)C1=NC=C2N=C(N(C2=N1)C)N1N=CC=N1